9-thia-2-azaspiro[5.5]undecan-1-one 9,9-dioxide C1(NCCCC12CCS(CC2)(=O)=O)=O